N2-(4-methoxy-3-(3-(3-(trifluoromethyl)pyrrolidin-1-yl)propoxy)phenyl)-N4-methylpyrimidine-2,4-diamine COC1=C(C=C(C=C1)NC1=NC=CC(=N1)NC)OCCCN1CC(CC1)C(F)(F)F